3-fluoroazetidine, hydrochloride Cl.FC1CNC1